P(=O)(O)(O)O.FC=1C=C(C=CC1C=1C=NC(=CC1)C=1N=NN(N1)CCC)N1C(O[C@H](C1)C(C)O)=O (R)-3-(3-fluoro-4-(6-(2-propyl-2H-tetrazol-5-yl)pyridin-3-yl)phenyl)-5-(1-hydroxyethyl)oxazolidin-2-one phosphate